2'-amino-6'-methyl-3,6-dihydro-[4,4'-bipyridine]-1(2H)-carboxylic acid tert-butyl ester C(C)(C)(C)OC(=O)N1CCC(=CC1)C1=CC(=NC(=C1)C)N